CC1=C(N=NN1C1=C(C=CC=C1)OC(F)(F)F)C(=O)NC1=CC=C(OC=2C(=NC=CC2)C(=O)NCCC)C=C1 (4-(5-methyl-1-(2-(trifluoromethoxy)phenyl)-1H-1,2,3-triazole-4-carboxamido)phenoxy)-N-propylpicolinamide